C(C1=CC=CC=C1)C=1N=C(OC1)CN (4-benzyl-1,3-oxazol-2-yl)methanamine